2-bromo-7-methyl-3-(pyridin-4-yl)-6,7-dihydropyrazolo[1,5-a]pyrazine-5(4H)-carboxylate BrC1=NN2C(CN(CC2C)C(=O)[O-])=C1C1=CC=NC=C1